ClC1=CC(=CC(=N1)C(=O)N)C1=CC=NS1 6-chloro-4-(isothiazol-5-yl)picolinamide